OC[C@H](CC(C)(C)C)NC(OC(C)(C)C)=O (S)-tert-butyl (1-hydroxy-4,4-dimethylpentan-2-yl)carbamate